C(C)(C)(C)OC(=O)N1C[C@@H]2COC3=C(C(N2CC1)=O)C(=NC(=C3F)C3=C(C(=CC=C3F)F)O)F (6aR)-3-(3,6-difluoro-2-hydroxyphenyl)-1,4-difluoro-12-oxo-6a,7,9,10-tetrahydro-12H-pyrazino[2,1-c]Pyrido[3,4-f][1,4]Oxazepin-8(6H)-carboxylic acid tert-butyl ester